5-acetyl-2-methyl-6-oxo-N,1-di-p-tolyl-1,6-dihydropyridine-3-carboxamide C(C)(=O)C1=CC(=C(N(C1=O)C1=CC=C(C=C1)C)C)C(=O)NC1=CC=C(C=C1)C